2-bromobenzofuran-6-carboxylic acid methyl ester COC(=O)C1=CC2=C(C=C(O2)Br)C=C1